OC[C@@H](COCCCCCCCCCCCCCCCCCC)NC1=C(C(=O)O)C=CC=C1 (S)-2-((1-hydroxy-3-(octadecyloxy)propan-2-yl)amino)benzoic acid